(S)-2-(1,7-dimethyl-4-oxo-1,4-dihydro-5H-pyrazolo[3,4-d]pyridazin-5-yl)-N-(1-(p-tolyl)ethyl)acetamide di[1,3-dimethyl-3-(t-butylperoxy)-butyl]carbonate CC(CC(C)(OOC(C)(C)C)C)OC(OC(CC(C)(OOC(C)(C)C)C)C)=O.CN1N=CC2=C1C(=NN(C2=O)CC(=O)N[C@@H](C)C2=CC=C(C=C2)C)C